N-(3-(2-(difluoromethoxy)-5-((1-(2-(dimethylamino)ethyl)-1H-pyrazol-4-yl)oxy)phenyl)-1-methyl-1H-pyrazol-4-yl)pyrazolo[1,5-a]pyrimidine-3-carboxamide FC(OC1=C(C=C(C=C1)OC=1C=NN(C1)CCN(C)C)C1=NN(C=C1NC(=O)C=1C=NN2C1N=CC=C2)C)F